O=C1NC(CCC1N1C(C2=CC=C(C=C2C1=O)N1CC(C1)OCCCCCOCCCCCOC1=NC=C(C=C1)C=1C=CC=2C3=C(N(C2C1)C)C=CN=C3)=O)=O 2-(2,6-dioxopiperidin-3-yl)-5-(3-((5-((5-((5-(5-methyl-5H-pyrido[4,3-b]indol-7-yl)pyridin-2-yl)oxy)pentyl)oxy)pentyl)oxy)azetidin-1-yl)isoindoline-1,3-dione